2-(2-chloroquinazolin-7-yl)-2-azabicyclo[2.2.1]heptan-3-one ClC1=NC2=CC(=CC=C2C=N1)N1C2CCC(C1=O)C2